N[C@H](C(=O)NCCNC(C1=C(C=C(C=C1)NC=1C=2N(C=CN1)C(=CN2)C2=C(C(=C(C=C2)OCC#N)F)F)CC)=O)CCCNC(=N)N N-[2-[[(2S)-2-amino-5-guanidino-pentanoyl]amino]ethyl]-4-[[3-[4-(cyanomethoxy)-2,3-difluoro-phenyl]imidazo[1,2-a]pyrazin-8-yl]amino]-2-ethyl-benzamide